2-amino-N,N-dipropyl-3H-benzo[4,5]thieno[3,2-b]azepin-4-carboxamide NC=1CC(=CC2=C(N1)C1=C(S2)C=CC=C1)C(=O)N(CCC)CCC